C(#N)C1=CC(=C(COC2=CC(=CC(=N2)N2CCN(CC2)[C@@H](C)C2=NC=3C(=NC(=CC3)C(=O)O)N2C[C@H]2OCC2)C(F)(F)F)C=C1)F 2-((S)-1-(4-(6-((4-cyano-2-fluorobenzyl)oxy)-4-(trifluoromethyl)pyridin-2-yl)Piperazin-1-yl)ethyl)-3-(((S)-oxetan-2-yl)methyl)-3H-imidazo[4,5-b]pyridine-5-carboxylic acid